NC1=C(C2=C(S1)C(=CC=C2C2=C1C(=CN3C1=C(C=C2F)C(N2[C@H](CC3)CNCC2)=O)F)F)C#N 2-Amino-4-((R)-2,4-difluoro-14-oxo-8,8a,9,10,11,12-hexahydro-7H,14H-pyrazino[1',2':5,6][1,5]diazocino[3,2,1-hi]indol-3-yl)-7-fluorobenzo[b]thiophene-3-carbonitrile